N1(CCCC1)C=1SC(=CN1)S(=O)(=O)C1=CC=C(C=C1)CNC(=O)C=1C=NC=2N(C1)C=CN2 N-({4-[2-(pyrrolidin-1-yl)-1,3-thiazole-5-sulfonyl]phenyl}methyl)imidazo[1,2-a]pyrimidine-6-carboxamide